(R)-4-chloro-5-((oxetan-2-ylmethyl)amino)-2-(1-(o-tolyl)piperidin-4-yl)pyridazin-3(2H)-one ClC=1C(N(N=CC1NC[C@@H]1OCC1)C1CCN(CC1)C1=C(C=CC=C1)C)=O